CC1(CC1)S(=O)(=O)N1CCC(CC1)NC(OC(C)(C)C)=O Tert-butyl (1-((1-methylcyclopropyl)sulfonyl)piperidin-4-yl)carbamate